FC=1C=C(C=CC1F)[C@H]1[C@@H](CN(C1)CCOC)NC(=O)NC1=C(C(=NN1C1=CC=CC=C1)OC[C@H](CO)O)C 1-((3S,4R)-4-(3,4-difluorophenyl)-1-(2-methoxyethyl)pyrrolidin-3-yl)-3-(3-((S)-2,3-dihydroxypropoxy)-4-methyl-1-phenyl-1H-pyrazol-5-yl)urea